C(C1=CC=CC=C1)N1N=C(C(=C1OC)I)COCC1=CC=CC=C1 1-benzyl-3-(benzyloxymethyl)-4-iodo-5-methoxy-pyrazole